4-(5-(3-isopropyl-2-(2-methylpyridin-4-yl)-1H-indol-5-yl)-1,3,4-oxadiazol-2-yl)butan-1-amine C(C)(C)C1=C(NC2=CC=C(C=C12)C1=NN=C(O1)CCCCN)C1=CC(=NC=C1)C